6-((5-((3S,4S)-4-amino-3-methyl-2-oxa-8-azaspiro[4.5]decan-8-yl)pyrazin-2-yl)thio)-3-benzyl-5-chloroquinazolin-4(3H)-one N[C@@H]1[C@@H](OCC12CCN(CC2)C=2N=CC(=NC2)SC=2C(=C1C(N(C=NC1=CC2)CC2=CC=CC=C2)=O)Cl)C